(2S)-Isopropyl 2-(((5-hydroxy-4-(hydroxymethyl)-6-methylpyridin-3-yl)methoxy)(4-(trifluoromethoxy)phenoxy)phosphorylamino)propanoate OC=1C(=C(C=NC1C)COC1=C(OP(=O)=N[C@H](C(=O)OC(C)C)C)C=CC(=C1)OC(F)(F)F)CO